OC(=O)C(F)(F)F.C(C)C1(CNC1)N 3-ethylazetidin-3-amine TFA salt